C(C(=C)C)(=O)OCCCCCCCCCCOP(=O)(O)[O-] O-Methacryloyloxydecyldihydrogenphosphat